C(CCCC)(=O)C1=C(C#N)C=CC=C1 L-2-valeryl-benzonitrile